dicetyl distearate C(CCCCCCCCCCCCCCCCC)(=O)OCCCCCCCCCCCCCCCC.C(CCCCCCCCCCCCCCCCC)(=O)OCCCCCCCCCCCCCCCC